1-Allyl-3-methylimidazolium iodide [I-].C(C=C)N1C=[N+](C=C1)C